4-(4-hydroxypyrimidin-5-yl)-9-methyl-3,4,7,15-tetraazatricyclo[12.3.1.02,6]Octadeca-1(18),2,5,14,16-pentaen-8-one OC1=NC=NC=C1N1N=C2C=3C=CN=C(CCCCC(C(NC2=C1)=O)C)C3